ethyl 4-oxo-1-(pyrrolidin-1-ylmethyl)-7-(((trifluoromethyl) sulfonyl)oxy)-4H-quinolizine-3-carboxylate O=C1C(=CC(=C2C=CC(=CN12)OS(=O)(=O)C(F)(F)F)CN1CCCC1)C(=O)OCC